C[Si]([Si]([Si]([Si]([Si]([Si]([Si]([Si](OC)(OC)OC)(OC)OC)(OC)OC)(C1=CC=CC=C1)C1=CC=CC=C1)(C1=CC=CC=C1)C1=CC=CC=C1)(C)C)(C)C)(C)C heptamethyltetraphenyl-heptamethoxyoctasilane